ClC1=CC=C(S1)CSC1=C(C(=NN1C(C1=C(C=CC=C1)OC)=O)C1C(C(N(CC1)C(CN1CCOCC1)=O)=O)C(F)(F)F)C 4-(5-{[(5-chlorothiophen-2-yl)methyl]sulfanyl}-1-(2-methoxybenzoyl)-4-methyl-1H-pyrazol-3-yl)-1-[2-(morpholin-4-yl)acetyl]-3-(trifluoromethyl)piperidin-2-one